(1S)-2-[4,6-bis(trifluoromethyl)-1,3,5-triazin-2-yl]-6-chloro-1-(prop-2-en-1-yl)-2,3,4,9-tetrahydro-1H-pyrido[3,4-b]indole FC(C1=NC(=NC(=N1)C(F)(F)F)N1[C@H](C=2NC3=CC=C(C=C3C2CC1)Cl)CC=C)(F)F